N1=C(C=CC2=CC=CC=C12)B(O)O QUINOLINE-2-BORONIC ACID